7-chloro-5-(2-fluorophenyl)-3H-1,4-benzodiazepin-2-amine ClC=1C=CC2=C(C(=NCC(=N2)N)C2=C(C=CC=C2)F)C1